C1(CC1)NC1=C(C#N)C=CC=C1 (cyclopropylamino)-benzonitrile